3-fluoro-N-{4-fluoro-3-[5-(piperidin-4-yl)-2H-pyrazolo[3,4-b]pyridin-2-yl]phenyl}azetidine FC1CN(C1)C1=CC(=C(C=C1)F)N1N=C2N=CC(=CC2=C1)C1CCNCC1